6-chloro-N-(5-chloro-1-(difluoromethyl)-1H-pyrazol-4-yl)-7-(4-chloro-1H-pyrazol-1-yl)-1H-indole-3-sulfonamide ClC1=CC=C2C(=CNC2=C1N1N=CC(=C1)Cl)S(=O)(=O)NC=1C=NN(C1Cl)C(F)F